3-(acryloyloxymethyl)-2,2,4-trifluorooxetane C(C=C)(=O)OCC1C(OC1F)(F)F